(5S)-1'-[7-[(2-amino-3-chloro-4-pyridyl)sulfanyl]-6-methyl-pyrazolo[1,5-a]pyrazin-4-yl]spiro[5,7-dihydrocyclopenta[b]pyridine-6,4'-piperidine]-5-amine NC1=NC=CC(=C1Cl)SC1=C(N=C(C=2N1N=CC2)N2CCC1(CC2)[C@@H](C=2C(=NC=CC2)C1)N)C